β-acryloyloxypropanoic acid C(C=C)(=O)OCCC(=O)O